2-(3-(2,6-dioxopiperidin-3-yl)-1-methyl-1H-indazol-7-yl)-2-azaspiro[3.5]nonan O=C1NC(CCC1C1=NN(C2=C(C=CC=C12)N1CC2(C1)CCCCC2)C)=O